Cl.N[C@H](C(=O)N)C[C@H]1C(NC2(CC2)C1)=O (S)-2-amino-3-((R)-5-oxo-4-azaspiro[2.4]hept-6-yl)propanamide hydrochloride